2-(1H-imidazol-1-yl)-N-(4-methoxy-4-methylcyclohexyl)pyrimidine-4-carboxamide N1(C=NC=C1)C1=NC=CC(=N1)C(=O)NC1CCC(CC1)(C)OC